9,10-bis(propionyloxy)anthracene C(CC)(=O)OC=1C2=CC=CC=C2C(=C2C=CC=CC12)OC(CC)=O